(S)-3-((4-methylpiperazin-1-yl)methyl)-5-nitro-3,4-dihydro-2H-benzo[b][1,4]oxazine-7-sulfonamide CN1CCN(CC1)C[C@@H]1NC2=C(OC1)C=C(C=C2[N+](=O)[O-])S(=O)(=O)N